3-(prop-2-yn-1-yloxy)-5-((4-(thieno[3,2-b]pyridin-7-yloxy)piperidin-1-yl)methyl)isoxazole C(C#C)OC1=NOC(=C1)CN1CCC(CC1)OC1=C2C(=NC=C1)C=CS2